NC=1C=C(C(=O)NCCCCN2C(=NC=3C(=NC=4C=CC=CC4C32)N)CC)C=CC1N 3,4-Diamino-N-(4-(4-amino-2-ethyl-1H-imidazo[4,5-c]quinolin-1-yl)butyl)benzamide